L-Iduronic acid sulfate S(=O)(=O)(O)O.O=C[C@H](O)[C@@H](O)[C@H](O)[C@@H](O)C(=O)O